ClC=1C(=NC=CC1C1=C(C(=CC=C1)C1=NC(=C(C=C1)CNC[C@@H]1NC(CC1)=O)OC)Cl)C1=CC(=C(CN[C@@H](C)C(=O)OC(C)C)C=C1)OC isopropyl (4-(3-chloro-4-(2-chloro-3-(6-methoxy-5-(((((R)-5-oxopyrrolidin-2-yl)methyl)amino)methyl)pyridin-2-yl)phenyl)pyridin-2-yl)-2-methoxybenzyl)-L-alaninate